4,5-dihydro-2H-pyrazolo[4,3-c]quinolin-6-amine N=1NC=C2CNC3=C(C=CC=C3C21)N